6-((5-hydroxypentyl)amino)hexyl 4-pentylundecanoate C(CCCC)C(CCC(=O)OCCCCCCNCCCCCO)CCCCCCC